NC=1C=2N(C3=CC(=C(C=C3N1)F)C(=O)N1[C@@H]3[C@H](CCC1)OC1=C3C=C(C(=C1)F)F)C=NC2 |r| Rac-(4-amino-7-fluoroimidazo[1,5-a]quinoxalin-8-yl)((4aS,9bS)-7,8-difluoro-3,4,4a,9b-tetrahydrobenzofuro[3,2-b]pyridin-1(2H)-yl)methanone